naphthaleneacetic acid sodium salt [Na+].C1(=CC=CC2=CC=CC=C12)CC(=O)[O-]